3-methylisothiazol CC1=NSC=C1